N[C@@H]1[C@@H](OCC12CCN(CC2)C=2N=CC(=NC2)SC=2C=CC1=C(B(OC1)O)C2Cl)C 6-((5-((3S,4S)-4-amino-3-methyl-2-oxa-8-azaspiro[4.5]decan-8-yl)pyrazin-2-yl)thio)-7-chlorobenzo[c][1,2]oxaborol-1(3H)-ol